2-(5-fluoro-1H-pyrrolo[2,3-b]pyridin-3-yl)imidazo[5,1-f][1,2,4]triazin FC=1C=C2C(=NC1)NC=C2C2=NN1C(C=N2)=CN=C1